α-methyl-β-cyclohexyl-D-alanine C[C@@](N)(CC1CCCCC1)C(=O)O